(succinimidyl)nitrilotriacetic acid C1(CCC(N1C(C(=O)O)N(CC(=O)O)CC(=O)O)=O)=O